N-[3-(4-methoxy-1-[[2-(trimethylsilyl)ethoxy]methyl]indazol-5-yl)-1-[[2-(trimethylsilyl)ethoxy]methyl]pyrrolo[2,3-b]pyridin-6-yl]cyclopropanecarboxamide COC1=C2C=NN(C2=CC=C1C1=CN(C2=NC(=CC=C21)NC(=O)C2CC2)COCC[Si](C)(C)C)COCC[Si](C)(C)C